C(C)OC(=O)C=1N=C(OC1)[C@@]1(C[C@H](CC1)N(S(=O)(=O)C)CC1=CC=C(C=C1)OC)CC1=CC(=C(C=C1)F)Br.BrC=1C=C(C=C(C1)C=1C=NC=CC1)C=1C=NC=CC1 3,3'-(5-bromo-1,3-phenylene)dipyridine ethyl-2-((1R,3S)-1-(3-bromo-4-fluorobenzyl)-3-(N-(4-methoxybenzyl)methylsulfonamido)cyclopentyl)oxazole-4-carboxylate